((6-bromo-2-methylpyridin-3-yl)sulfonyl)-2,6-diazaspiro[3.3]heptane BrC1=CC=C(C(=N1)C)S(=O)(=O)C1NCC12CNC2